(2s,4s)-N-(4-(N-(tert-butyl)sulfamoyl)phenyl)-1-(4-fluorobenzoyl)-4-phenylpyrrolidine-2-carboxamide C(C)(C)(C)NS(=O)(=O)C1=CC=C(C=C1)NC(=O)[C@H]1N(C[C@@H](C1)C1=CC=CC=C1)C(C1=CC=C(C=C1)F)=O